NCCC(=O)N(C)CCCNC1=NC2=C(C3=CN=CC=C13)C=CC(=C2)C(=O)N 5-((3-(3-Amino-N-methylpropanamido)propyl)amino)benzo[c][2,6]naphthyridine-8-carboxamide